C1(=CC=C(C=C1)OC1=CC=C(N)C=C1)C1=CC=C(C=C1)OC1=CC=C(N)C=C1 4,4'-[biphenyl-4,4'-diylbis(oxy)]bisaniline